IC1=CC=C(C=C1)C1=NN=C(O1)C(=O)OCC ethyl 5-(4-iodophenyl)-1,3,4-oxadiazole-2-carboxylate